4-[(4S)-4-(3-{8-chloro-3-methylimidazo[1,5-a]pyridin-6-yl}azetidin-1-yl)-5-methylhexyl]piperazine-1-carboxylic acid tert-butyl ester C(C)(C)(C)OC(=O)N1CCN(CC1)CCC[C@@H](C(C)C)N1CC(C1)C=1C=C(C=2N(C1)C(=NC2)C)Cl